N-5-hexyn-1-yl-2-iodoacetamide C(CCCC#C)NC(CI)=O